N1,N3-di([1,1':4',1''-terphenyl]-2'-yl)-5-(tert-butyl)benzene-1,3-diamine C1(=CC=CC=C1)C1=C(C=C(C=C1)C1=CC=CC=C1)NC1=CC(=CC(=C1)C(C)(C)C)NC1=C(C=CC(=C1)C1=CC=CC=C1)C1=CC=CC=C1